C(CCC)[Sn](C(=C)OCC)(CCCC)CCCC tri(n-butyl)(1-ethoxyvinyl)stannane